2-((4R,5R)-5-(2-chlorobenzyl)-2,2-diethyl-1,3-dioxolan-4-yl)ethyl sulfamate S(N)(OCC[C@H]1OC(O[C@@H]1CC1=C(C=CC=C1)Cl)(CC)CC)(=O)=O